CS(=O)(=O)OC1(CC2(COC2)C1)C1=NC=C(C=N1)Br 6-(5-bromopyrimidin-2-yl)-2-oxaspiro[3.3]heptan-6-yl methanesulfonate